4-Amino-8-(2-fluoro-5-((7-methyl-2,7-diazaspiro[3.5]nonan-2-yl)methyl)phenyl)-2-oxo-N-propyl-1,2-dihydroquinoline-3-carboxamide NC1=C(C(NC2=C(C=CC=C12)C1=C(C=CC(=C1)CN1CC2(C1)CCN(CC2)C)F)=O)C(=O)NCCC